O[C@@H]1C[C@@H](CC[C@H]1C)NC1=NC(=NC=C1C(=O)N)NC1=CC=C(C=C1)N1CCN(CC1)C 4-(((1R,3R,4R)-3-hydroxy-4-methylcyclohexyl)amino)-2-((4-(4-methylpiperazin-1-yl)phenyl)amino)pyrimidine-5-carboxamide